(R)-1-((S)-8-Isopropyl-6,7,8,9-tetrahydropyrimido[5,4-b][1,4]oxazepin-4-yl)-N-methylpyrrolidin-3-amine trifluoroacetic acid salt FC(C(=O)O)(F)F.C(C)(C)[C@H]1NC2=C(OCC1)C(=NC=N2)N2C[C@@H](CC2)NC